[Cl-].CC(C)[C@H]1C[NH2+]CC1 (3S)-3-prop-2-ylpyrrolidin-1-ium chloride